FC=1C=C(C=CC1C1CCOCC1)NC([C@@H](NC(N(C1CCOCC1)C)=O)[C@@H]1CC[C@H](CC1)C)=O (2S)-N-[3-Fluoro-4-(tetrahydropyran-4-yl)phenyl]-2-(trans-4-methylcyclohexyl)-2-{[methyl(tetrahydropyran-4-yl)carbamoyl]amino}acetamide